ClC1=CC(=C(C(C2=CC=C(C=C2)Cl)O)C=C1)C(Cl)(Cl)Cl 4,4'-dichloro-2-(trichloromethyl)benzhydrol